NC(CC[C@@H](C1=CC=CC=C1)NC(=O)N1CC=2C(CC1)=C(N(N2)C)C2=CC=C(C=C2)C(F)(F)F)=O (S)-N-(4-amino-4-oxo-1-phenylbutyl)-2-methyl-3-(4-(trifluoromethyl)phenyl)-2,4,5,7-tetrahydro-6H-pyrazolo[3,4-c]pyridine-6-carboxamide